FC12[C@@H]([C@@H](N(C(C1)C2)C([C@@H](C)O)=O)CC=2C(=C(C=CC2)C2=CC(=CC(=C2)F)F)F)NS(=O)(=O)C |o1:2,3| N-{(3S*,4R*)-5-fluoro-2-[(2R)-2-hydroxypropanoyl]-3-[(2,3',5'-trifluoro[biphenyl]-3-yl)methyl]-2-azabicyclo[3.1.1]heptan-4-yl}methanesulfonamide